O1[C@H](COCC1)CN1C[C@@H]2[C@H](C1)CC(C2)NC=2N=NC(=CC2C(F)(F)F)C2=C(C=CC(=C2)C)C (3aR,5s,6aS)-2-(((S)-1,4-dioxan-2-yl)methyl)-N-(6-(2,5-dimethylphenyl)-4-(trifluoromethyl)pyridazin-3-yl)octahydro-cyclopenta[c]pyrrol-5-amine